ClC=1C=C2C(=CN(C2=CC1)C1=CC=NC=C1)/C=C(/C(=O)[O-])\C#N (E)-3-(5-chloro-1-(pyridin-4-yl)-1H-indol-3-yl)-2-cyanoacrylate